(S)-2-(3,4-dichlorophenyl)-1-(4-((5R,7S)-7-hydroxy-5-methyl-6,7-dihydro-5H-cyclopenta[d]pyrimidin-4-yl)piperazin-1-yl)-3-(tetrahydro-2H-pyran-4-ylamino)propan-1-one ClC=1C=C(C=CC1Cl)[C@H](C(=O)N1CCN(CC1)C=1C2=C(N=CN1)[C@H](C[C@H]2C)O)CNC2CCOCC2